2-(6-chloropyrazin-2-yl)-N-(5-(6-ethoxypyrazin-2-yl)pyridin-2-yl)-2-methoxyacetamide ClC1=CN=CC(=N1)C(C(=O)NC1=NC=C(C=C1)C1=NC(=CN=C1)OCC)OC